CN(C=CC(C1CCOCC1)=O)C 1-(dimethylamino)-3-oxo-3-(tetrahydro-2H-pyran-4-yl)prop-1-ene